FC1=C(C(=CC=C1)OC)[C@@H]1[C@@H](O[C@](C1)(C(F)(F)F)C)C(=O)NC1=CC(=NC=C1)C(=O)N (2R,3R,5R)-4-[[3-(2-fluoro-6-methoxy-phenyl)-5-methyl-5-(trifluoromethyl)tetrahydrofuran-2-carbonyl]amino]pyridine-2-carboxamide